O1N=NC=2N=CC=NC21 oxadiazolo-pyrazine